1-(1-cyanocyclopropane-1-carbonyl)-1,2,3,6-tetrahydropyridin C(#N)C1(CC1)C(=O)N1CCC=CC1